ClC1=C(C=C(C=C1)Cl)C1(OC(=C(C1=O)O[Si](C)(C)C)N)C 2-(2,5-dichlorophenyl)-2-methyl-4-trimethylsiloxy-5-amino-3(2H)-furanone